C1(CCCC1)C1=NC2=CC=C(C=C2C(=N1)N1CCC(CC1)C1=C(C=CC=C1)OC)N(C)CCOC {2-cyclopentyl-4-[4-(2-methoxy-phenyl)-piperidin-1-yl]-quinazolin-6-yl}-(2-methoxy-ethyl)-methyl-amine